FC1(CC(C1)N(C(=O)OCC1=C(N=NN1C)C1=CC=C(C(=N1)CC)N1C[C@@H](CC(C1)(F)F)CC(=O)O)C)F (R)-2-(1-(6-(5-((((3,3-difluorocyclobutyl)(methyl)carbamoyl)oxy)methyl)-1-methyl-1H-1,2,3-triazol-4-yl)-2-ethylpyridin-3-yl)-5,5-difluoropiperidin-3-yl)acetic acid